COC1=CC=C(C=C1)C=1N=C(SC1)N 4-methoxyphenyl-thiazoleamine